O=S1(N(CCC1)C=1C(=CC=C2C(=CNC12)C1=NC(=NC=C1C(F)(F)F)N[C@@H]1CNCCC1)C#N)=O (S)-7-(1,1-dioxidoisothiazolidin-2-yl)-3-(2-(piperidin-3-ylamino)-5-(trifluoromethyl)pyrimidin-4-yl)-1H-indole-6-carbonitrile